Methyl 5-chloro-2-((thiazolo[5,4-c]pyridine-7-carboxamido)methyl)benzofuran-7-carboxylate ClC=1C=C(C2=C(C=C(O2)CNC(=O)C=2C3=C(C=NC2)SC=N3)C1)C(=O)OC